C(CCC)N(C(O)=O)CCCCCCCCN1C(=NC=C1C1=CC=C(C=C1)Br)NC1CCCC1.FC1=CC=C(C=N1)CS(=O)(=O)N (6-fluoropyridin-3-yl)methanesulfonamide butyl-(8-(5-(4-bromophenyl)-2-(cyclopentylamino)-1H-imidazol-1-yl)octyl)carbamate